COC=1C=C(C=CC1C=1NOC(N1)=O)C1=CN=CC(=N1)C1=CC(=CS1)NC(CCCC)=O N-(5-(6-(3-methoxy-4-(5-oxo-2,5-dihydro-1,2,4-oxadiazol-3-yl)phenyl)pyrazin-2-yl)thiophen-3-yl)pentanamide